N-(2,6-dioxopiperidin-3-yl)-4-methoxy-5-(piperazin-1-yl)picolinamide hydrochloride salt Cl.O=C1NC(CCC1NC(C1=NC=C(C(=C1)OC)N1CCNCC1)=O)=O